FC=1C=C(C=CC1F)C=1C(=NC(=CN1)CCCOC)N1CCC(CC1)C(=O)O 1-(3-(3,4-difluorophenyl)-6-(3-methoxypropyl)pyrazin-2-yl)piperidine-4-carboxylic acid